[Br-].C(C=C)P allylphosphine bromide